3-Nitro-N2,N6-diphenylpyridine-2,6-diamine [N+](=O)([O-])C=1C(=NC(=CC1)NC1=CC=CC=C1)NC1=CC=CC=C1